trans-N-(3-ethylpiperidin-4-yl)-3-(4-fluorophenylmethyl)-5-(trifluoromethyl)pyrazin-2-amine C(C)[C@@H]1CNCC[C@H]1NC1=NC=C(N=C1CC1=CC=C(C=C1)F)C(F)(F)F